CCCCCCCCC(S)S nonanedithiol